t-butylnitrite C(C)(C)(C)ON=O